ethyl 5-(difluoromethyl)-1-(2-trimethyl silyl ethoxymethyl)pyrazole-4-carboxylate FC(C1=C(C=NN1COCC[Si](C)(C)C)C(=O)OCC)F